(5aS,6R,11bS)-14-(cyclopropylmethyl)-3-((R)-1-(4-methyl-1H-pyrazol-1-yl)propan-2-yl)-2,3,4,5,6,7-hexahydro-6,11b-(epiminoethano)naphtho[1,2-d]azepine-5a,10(1H)-diol C1(CC1)CN1CC[C@]23CCN(CC[C@]2([C@H]1CC1=CC=C(C=C13)O)O)[C@@H](CN1N=CC(=C1)C)C